4-[[3-[4-(difluoro-methoxy)phenyl]imidazo[1,2-a]pyrazin-8-yl]amino]-2-methyl-N-[2-(2-methylsulfonyl-ethoxy)ethyl]benzamide FC(OC1=CC=C(C=C1)C1=CN=C2N1C=CN=C2NC2=CC(=C(C(=O)NCCOCCS(=O)(=O)C)C=C2)C)F